(-)-10-camphorsulfonic acid sodium [Na].C12(C(=O)CC(CC1)C2(C)C)CS(=O)(=O)O